ClC=1N=C2C(=NC1)N(C(=N2)C2=NC(=CC=C2)OCC)C2=C(C=NC=C2OC)OC 5-Chloro-1-(3,5-dimethoxypyridin-4-yl)-2-(6-ethoxypyridin-2-yl)-1H-imidazo[4,5-b]pyrazin